C(CCC)C(C=O)=CC 2-BUTYL-2-BUTENAL